3',5'-bis(3,6-di-tert-butyl-9H-carbazol-9-yl)-6'-(4,6-diphenyl-1,3,5-triazin-2-yl)-2,2'',6,6''-tetramethyl-[1,1':4',1''-terphenyl]-2'-carbonitrile C(C)(C)(C)C=1C=CC=2N(C3=CC=C(C=C3C2C1)C(C)(C)C)C1=C(C(=C(C(=C1C1=C(C=CC=C1C)C)N1C2=CC=C(C=C2C=2C=C(C=CC12)C(C)(C)C)C(C)(C)C)C1=NC(=NC(=N1)C1=CC=CC=C1)C1=CC=CC=C1)C1=C(C=CC=C1C)C)C#N